1-hydroxy-N,6,6,9-tetramethyl-3-pentyl-N-(pyridin-3-ylmethyl)-6H-benzo[c]chromene-2-carboxamide OC1=C2C3=C(C(OC2=CC(=C1C(=O)N(CC=1C=NC=CC1)C)CCCCC)(C)C)C=CC(=C3)C